tert-butyl (6R)-6-[2-(4-{3-[(3-chloro-2-methoxyphenyl)amino]-4-oxo-1H,5H,6H,7H-pyrrolo[3,2-c]pyridin-2-yl}pyridin-3-yl)ethynyl]-5-azaspiro[2.4]heptane-5-carboxylate ClC=1C(=C(C=CC1)NC1=C(NC2=C1C(NCC2)=O)C2=C(C=NC=C2)C#C[C@@H]2N(CC1(CC1)C2)C(=O)OC(C)(C)C)OC